5-benzyl-3-(((2,4-dimethylthiazol-5-yl)methoxy)methyl)-4,5-dihydroisoxazole C(C1=CC=CC=C1)C1CC(=NO1)COCC1=C(N=C(S1)C)C